ClC1=C(C=C(NC2CC2)C=C1)[N+](=O)[O-] 4-Chloro-N-cyclopropyl-3-nitroaniline